Cl.BrC=1C=C2C(=NC1)CNC2 3-bromo-6,7-dihydro-5H-pyrrolo[3,4-b]pyridine hydrochloride